3-(5-cyclopropyl-4-(6-methylpyridin-2-yl)isoxazol-3-yl)-1-isopropyl-1H-pyrazolo[4,3-c]pyridin-4-amine C1(CC1)C1=C(C(=NO1)C1=NN(C2=C1C(=NC=C2)N)C(C)C)C2=NC(=CC=C2)C